C(N)(=O)[C@H]1N(CCC1)C(=O)C=1C=C(C=CC1)NC(=O)C1=NN(C(=C1C)C1=CC=C(C=C1)Cl)C1=C(C=C(C=C1)Cl)Cl (S)-N-(3-(2-carbamoylpyrrolidine-1-carbonyl)phenyl)-5-(4-chlorophenyl)-1-(2,4-dichlorophenyl)-4-methyl-1H-pyrazole-3-carboxamide